FC(CN1N=NC(=C1)C(=O)N[C@@H](CO)C1=CC=CC=C1)CCN1N=NC(=C1)C(NCC1=CC(=CC=C1)OC(F)(F)F)=O 1-{2-fluoro-4-[4-({[3-(trifluoromethoxy)phenyl]methyl}carbamoyl)-1H-1,2,3-triazol-1-yl]butyl}-N-[(1R)-2-hydroxy-1-phenylethyl]-1H-1,2,3-triazole-4-carboxamide